ClC1=C(C=C(OCC(=O)NC23CC(C(CC2)(CC3)C=3OC(=NN3)OC3=CC(=C(C=C3)Cl)F)O)C=C1)F 2-(4-chloro-3-fluorophenoxy)-N-{4-[5-(4-chloro-3-fluorophenoxy)-1,3,4-oxadiazol-2-yl]-3-hydroxybicyclo[2.2.2]oct-1-yl}acetamide